BrC=1C(=C(C=CC1)C(C#N)CCO[Si](C)(C)C(C)(C)C)F 2-(3-bromo-2-fluoro-phenyl)-4-[tert-butyl(dimethyl)silyl]oxy-butanenitrile